heptadecan-9-yl 8-((8-((4-hexyldecyl)oxy)-8-oxooctyl)(1-hydroxy-2-methylpropan-2-yl)amino)octanoate C(CCCCC)C(CCCOC(CCCCCCCN(CCCCCCCC(=O)OC(CCCCCCCC)CCCCCCCC)C(CO)(C)C)=O)CCCCCC